C(CCCCCCC\C=C/CCCCCCCC)OC=1C=C(C(=O)O)C=C(C1OCCCCCCCC\C=C/CCCCCCCC)OCCCCCCCC\C=C/CCCCCCCC 3,4,5-Tri-((Z)-octadec-9-enyloxy)benzoic acid